isopropyl (S)-6-diazo-2-((R)-2-methoxy-2-(1-methyl-1H-imidazol-4-yl)acetamido)-5-oxohexanoate [N+](=[N-])=CC(CC[C@@H](C(=O)OC(C)C)NC([C@@H](C=1N=CN(C1)C)OC)=O)=O